NC1=C(C(=NN1C)C1CC(CC1)C1=C(C=CC=C1)OC)C(=O)NC1=CC(=C(C=C1)F)Cl 5-Amino-N-(3-chloro-4-fluorophenyl)-3-(3-(2-methoxyphenyl)cyclopentyl)-1-methyl-1H-pyrazole-4-carboxamide